O(C1=CC=CC=C1)C1=CC=C(CCN2C[C@@H](C([C@@H](C2)O)O)O)C=C1 (3S,4r,5R)-1-(4-phenoxyphenethyl)piperidine-3,4,5-triol